(R)-7-chloro-1-methyl-N-(4-(1-methylpyrrolidin-2-yl)-3-(trifluoromethyl)phenyl)-6-(pyrazolo[1,5-a]pyrazin-3-yloxy)-1H-imidazo[4,5-b]pyridin-2-amine ClC1=C2C(=NC=C1OC=1C=NN3C1C=NC=C3)N=C(N2C)NC2=CC(=C(C=C2)[C@@H]2N(CCC2)C)C(F)(F)F